(3,5-di-tert-butylphenyl)(mesityl)iodonium C(C)(C)(C)C=1C=C(C=C(C1)C(C)(C)C)[I+]C1=C(C=C(C=C1C)C)C